N-acetyl-L-glutamine CC(=O)N[C@@H](CCC(=O)N)C(=O)O